4-(4-((1R,5S)-8-benzyl-3,8-diazabicyclo[3.2.1]octan-3-yl)-2-((tetrahydro-1H-pyrrolizin-7a(5H)-yl)methoxy)quinazolin-7-yl)naphthalen-2-ol C(C1=CC=CC=C1)N1[C@H]2CN(C[C@@H]1CC2)C2=NC(=NC1=CC(=CC=C21)C2=CC(=CC1=CC=CC=C21)O)OCC21CCCN1CCC2